7-(5-(5-((1R,5S,8r)-8-hydroxy-3-azabicyclo[3.2.1]octan-3-yl)-1,3,4-thiadiazol-2-yl)-4-(isopropylamino)pyridin-2-yl)pyrrolo[1,2-b]pyridazine-3-carbonitrile OC1[C@H]2CN(C[C@@H]1CC2)C2=NN=C(S2)C=2C(=CC(=NC2)C2=CC=C1N2N=CC(=C1)C#N)NC(C)C